C(C1=CC=CC=C1)OC(=O)NC#N benzyloxycarbonyl-cyanamide